(S)-N-[(R)-(4,5-dichloro-2-hydroxyphenyl)[1-(2-methoxyethanesulfonyl)piperidin-4-yl]methyl]-2-methylpropane-2-sulfinamide ClC1=CC(=C(C=C1Cl)[C@H](N[S@@](=O)C(C)(C)C)C1CCN(CC1)S(=O)(=O)CCOC)O